tert-butyl 6-bromo-7-fluoro-3,4-dihydroisoquinoline-2(1H)-carboxylate BrC=1C=C2CCN(CC2=CC1F)C(=O)OC(C)(C)C